6-oxa-3,9,15-triazabicyclo[9.3.1]pentadeca-1(15),11,13-triene C1=2CNCCOCCNCC(=CC=C1)N2